CS(=O)(=O)O[C@@H]1C[C@@H](N(C1)C(=O)OC(C)(C)C)C tert-Butyl (2S,4R)-4-(methanesulfonyloxy)-2-methylpyrrolidine-1-carboxylate